n-ethyl-toluenesulfonamide C(C)NS(=O)(=O)CC1=CC=CC=C1